C1(=CC=C(C=C1)NC(=S)N)C 1-(p-tolyl)thiourea